NCCCCN[C@@H]1C[C@H](CC1)NC1=NC=C(C(=N1)C1=CNC2=CC(=CC=C12)C(=O)O)C(F)(F)F 3-(2-(((1S,3S)-3-((4-aminobutyl)amino)cyclopentyl)amino)-5-(trifluoromethyl)pyrimidin-4-yl)-1H-indole-6-carboxylic acid